N-(2-(2-tert-butyl-5-methylphenoxy)-5-(trifluoromethyl)phenyl)-1-methyl-3-difluoromethyl-1H-pyrazole-4-carboxamide C(C)(C)(C)C1=C(OC2=C(C=C(C=C2)C(F)(F)F)NC(=O)C=2C(=NN(C2)C)C(F)F)C=C(C=C1)C